ClC=1C=C(OC2CCC(CC2)NC(=O)C=2N=NC(=CC2)Cl)C=CC1C#N 6-chloro-pyridazine-3-carboxylic acid [4-(3-chloro-4-cyano-phenoxy)-cyclohexyl]-amide